(S)-2-((t-butoxycarbonyl)amino)-4-isopropoxy-4-oxobutanoic acid C(C)(C)(C)OC(=O)N[C@H](C(=O)O)CC(=O)OC(C)C